8-Bromo-6-chloroimidazo[1,5-a]pyridine-3-carbaldehyde BrC=1C=2N(C=C(C1)Cl)C(=NC2)C=O